Benzyl (3R)-3-[(4-methylbenzenesulfonyl)oxy]pyrrolidine-1-carboxylate CC1=CC=C(C=C1)S(=O)(=O)O[C@H]1CN(CC1)C(=O)OCC1=CC=CC=C1